(3R)-1-ethyl-N-{7-methoxy-6-[3-(pyrrolidin-1-yl)propoxy]-1H,2H,3H-cyclopenta[b]quinolin-9-yl}piperidin-3-amine C(C)N1C[C@@H](CCC1)NC1=C2C(=NC=3C=C(C(=CC13)OC)OCCCN1CCCC1)CCC2